3-(cyanomethyl)-3-(4-methylpiperazin-1-yl)azetidine-1-carboxylic acid tert-butyl ester C(C)(C)(C)OC(=O)N1CC(C1)(N1CCN(CC1)C)CC#N